(2,2-difluorocyclopropyl)(cis-2,6-dimethyl-4-(2-(6-(trifluoromethyl)imidazo[1,2-a]pyridin-3-yl)pyrimidin-4-yl)piperazin-1-yl)methanone FC1(C(C1)C(=O)N1[C@H](CN(C[C@H]1C)C1=NC(=NC=C1)C1=CN=C2N1C=C(C=C2)C(F)(F)F)C)F